ClC1=C(C=C(C=C1)[C@@H](NC(=O)N1[C@@H](C(NCC1)=O)C)C=1C=NC(=C(C1)Cl)C(F)(F)F)C#N |o1:7| (2R)-N-((R or S)-(4-chloro-3-cyano-phenyl)(5-chloro-6-(trifluoromethyl)pyridin-3-yl)methyl)-2-methyl-3-oxopiperazine-1-carboxamide